dihydroxydiphenyl-Tolylethane Tert-butyl-2-amino-7,7-difluoro-6,7-dihydrothiazolo[5,4-C]pyridine-5(4H)-carboxylate C(C)(C)(C)OC(=O)N1CC2=C(C(C1)(F)F)N=C(S2)N.OC(C(C2=C(C=CC=C2)C)(C2=CC=CC=C2)C2=CC=CC=C2)O